O(C)C(=O)C=1C=CC(=C(C1)N1C(=CC=C1)C(=O)OC)[N+](=O)[O-] methyl 1-(5-(methoxylcarbonyl)-2-nitrophenyl)-1H-pyrrol-2-carboxylate